β-Maltose Octaacetate CC(=O)OCC1C(C(C(C(O1)OC(=O)C)OC(=O)C)OC(=O)C)OC2C(C(C(C(O2)COC(=O)C)OC(=O)C)OC(=O)C)OC(=O)C